SC(C(C(O)S)(C(O)S)C(O)S)O tetramercaptopentaerythritol